FC=1C=C(CC=2C=C3C(=NNC3=CC2)NC(C2=C(C=C(C=C2)N2CCN(CC2)CC=2C=C3CN(C(C3=CC2)=O)C2C(NC(CC2)=O)=O)NC2CCOCC2)=O)C=C(C1)F N-(5-(3,5-difluorobenzyl)-1H-indazol-3-yl)-4-(4-((2-(2,6-dioxopiperidin-3-yl)-1-oxoisoindoline-5-yl)methyl)piperazin-1-yl)-2-((tetrahydro-2H-pyran-4-yl)amino)benzamide